2-N-(4-(2-(4-Acrylamido-1-methyl-1H-pyrazol-3-yl)-3H-imidazo[4,5-b]pyridin-7-yl)-2-(trifluoromethyl)benzyl)-3-(tert-butyl)-1,2,4-oxadiazole-5-carboxamide C(C=C)(=O)NC=1C(=NN(C1)C)C1=NC=2C(=NC=CC2C2=CC(=C(CN3OC(=NC3C(C)(C)C)C(=O)N)C=C2)C(F)(F)F)N1